3-{5-benzyl-6-oxo-5-azaspiro[2.4]heptan-4-yl}-3-oxo-2-(1λ4-thiolan-1-ylidene)propanenitrile C(C1=CC=CC=C1)N1C(C2(CC2)CC1=O)C(C(C#N)=S1CCCC1)=O